2-Amino-7-fluoro-4-(5-fluoro-3-(3-(hydroxymethyl)-3-(4-methylpiperazin-1-yl)pyrrolidin-1-yl)-7,9-dihydrofuro[3,4-f]quinazolin-6-yl)thieno[3,2-c]pyridine-3-carbonitrile NC1=C(C=2C(=NC=C(C2S1)F)C=1C2=C(C=3C=NC(=NC3C1F)N1CC(CC1)(N1CCN(CC1)C)CO)COC2)C#N